2-tert-butyl-4-(cyclohexylamino)-1-butanesulfonic acid sodium salt [Na+].C(C)(C)(C)C(CS(=O)(=O)[O-])CCNC1CCCCC1